(4-(1,2,2,2-tetrafluoroethyl)phenyl)thiophene FC(C(F)(F)F)C1=CC=C(C=C1)C=1SC=CC1